(R)-((2-(((1,1,1-trifluoro-3-hydroxypropan-2-yl)oxy)carbonyl)-2-azaspiro[3.3]heptan-6-ylidene)methyl)boronic acid 2-azaspiro[3.3]heptane-2-carboxylate C1N(CC12CCC2)C(=O)O.FC([C@@H](CO)OC(=O)N2CC1(C2)CC(C1)=CB(O)O)(F)F